(3S,4R)-4-((4-(8-chloro-3-isopropyl-2-methylimidazo[1,2-a]pyridin-6-yl)-5-fluoropyrimidin-2-yl)amino)tetrahydro-2H-pyran-3-ol ClC=1C=2N(C=C(C1)C1=NC(=NC=C1F)N[C@H]1[C@@H](COCC1)O)C(=C(N2)C)C(C)C